(S or R)-1-(7-((3-chloropyridin-2-yl)oxy)-4-azaspiro[2.5]octan-4-yl)-2-(3-(4-(2-hydroxyethoxy)piperidine-1-carbonyl)-4,5,6,7-tetrahydro-1H-indazol-1-yl)ethanone ClC=1C(=NC=CC1)O[C@H]1CCN(C2(CC2)C1)C(CN1N=C(C=2CCCCC12)C(=O)N1CCC(CC1)OCCO)=O |o1:8|